CS(=O)(=O)OCC[C@H](N[S@](=O)C(C)(C)C)C1=C(C(=CC=C1)Cl)F (S)-3-(3-chloro-2-fluorophenyl)-3-((R)-1,1-dimethylethyl-sulfinamido)propyl methanesulfonate